C(N)(SCC=1OC=CC1)=O S-(furan-2-ylmethyl) thiocarbamate